ClC=1C=C2C(=CN=C(C2=CN1)C1=NN(C=N1)C)C(C)C 6-chloro-4-isopropyl-1-(1-methyl-1H-1,2,4-triazol-3-yl)-2,7-naphthyridine